CC1=C(C(=C(C(=C1CC1=CC=C(C=C1)N(C1=CC=C(C=C1)C)C1=CC=C(C=C1)C)C)C)CC1=CC=C(C=C1)N(C1=CC=C(C=C1)C)C1=CC=C(C=C1)C)C tetramethyl-α,α'-bis(4-di-p-tolylaminophenyl)-p-xylene